(R)-(1-(1-(phenylsulfonyl)-1H-indol-6-yl)ethyl)carbamic acid tert-butyl ester C(C)(C)(C)OC(N[C@H](C)C1=CC=C2C=CN(C2=C1)S(=O)(=O)C1=CC=CC=C1)=O